(S)-6-(2-(fluoromethyl)morpholino)quinoline-4-carboxylic acid tert-butyl ester C(C)(C)(C)OC(=O)C1=CC=NC2=CC=C(C=C12)N1C[C@H](OCC1)CF